FC1=C(COC=2C(=CC(=NC2)C(=O)O)OC)C=CC=C1 5-(2-fluoro-benzyloxy)-4-methoxy-pyridine-2-carboxylic acid